BrC1=CC=CN2C(=C(C=C12)C=O)SC(F)(F)F 8-bromo-3-[(trifluoromethyl)sulfanyl]indolizine-2-carbaldehyde